O(C(=O)C)[C@@H](C(=O)Cl)C |r| racemic-2-acetoxyl-propionyl chloride